n-butyl 2,4-dichlorophenoxyacetate ClC1=C(OCC(=O)OCCCC)C=CC(=C1)Cl